N,N-dimethylbenzeneformamide CN(C(=O)C1=CC=CC=C1)C